[NH2+]1CC12CCCC2 azoniaspiro[2.4]heptane